(2S,3R)-1-(3-Cyano-6-methyl-4-(trifluoromethyl)pyridin-2-yl)-3-hydroxy-N-methyl-N-(m-tolyl)pyrrolidine-2-carboxamide C(#N)C=1C(=NC(=CC1C(F)(F)F)C)N1[C@@H]([C@@H](CC1)O)C(=O)N(C=1C=C(C=CC1)C)C